C[C@H]1N(CCOC1)C1=CC(=NC=2N1C(=NC2)C)C2=CC=NN2C (R)-3-methyl-4-(6-methyl-2-(1-methyl-1H-pyrazol-5-yl)imidazo[1,5-a]pyrimidin-4-yl)morpholine